[Cl-].[Cl-].[Cl-].C1(C=CC=C1)[Ti+3] (cyclopentadienyl)titanium(IV) trichloride